CN1N=CC2=CC=C(C=C12)CN (1-methyl-1H-indazol-6-yl)methanamine